1-[3-(4-Bromo-2-methyl-2H-pyrazol-3-yl)-4-methoxy-phenyl]-3-(4-trifluoromethoxy-phenyl)-urea BrC1=C(N(N=C1)C)C=1C=C(C=CC1OC)NC(=O)NC1=CC=C(C=C1)OC(F)(F)F